N-(3,5-Bis((E)-3,4-dimethoxybenzylidene)-4-oxocyclohexyl)pyrazolo[1,5-a]pyrimidine-3-carboxamide COC=1C=C(\C=C\2/CC(C\C(\C2=O)=C/C2=CC(=C(C=C2)OC)OC)NC(=O)C=2C=NN3C2N=CC=C3)C=CC1OC